[Co].C(C1=CC=CC=C1)[C@@H]1N(C(OC1)=O)C([C@H](C1CC1)O[Si](C)(C)C(C)(C)C)=O (S)-4-benzyl-3-((S)-2-((tert-butyldimethylsilyl)oxy)-2-cyclopropylacetyl)oxazolidin-2-one cobalt